NC1CC(CCC1)O m-aminocyclohexanol